C(C)OP(=O)(OCC)OC1=CC=C(COC(=O)N[C@@H](CCCCN)C(=O)O)C=C1 (((4-((diethoxyphosphoryl)oxy)benzyl)oxy)carbonyl)lysine